ClC1=C(C=CC=C1)[C@@]1(C(CCCC1)=O)CNC(OC(C)OC(CC1(COC1)C)=O)=O 1-(2-(3-methyloxetan-3-yl)acetoyloxy)ethyl (R)-1-(2-chlorophenyl)-2-oxocyclohexylmethylcarbamate